C(NC(C=C)=O)NC(C=C)=O N,N'-methylene-bis-acrylamide